1-(5-chloro[1,1'-biphenyl]-3-yl)pyrene ClC=1C=C(C=C(C1)C1=CC=CC=C1)C1=CC=C2C=CC3=CC=CC4=CC=C1C2=C34